ClC1=C(C=C(C=C1)F)C1(CC1)C1=NOC(=N1)C1=NN(C(=C1)C(F)F)CC(=O)N1CCN(CC1)C(=O)OC(C)(C)C tert-butyl 4-(2-(3-(3-(1-(2-chloro-5-fluorophenyl)cyclopropyl)-1,2,4-oxadiazol-5-yl)-5-(difluoromethyl)-1H-pyrazol-1-yl)acetyl)piperazine-1-carboxylate